C1(CC1)C1CCN(CC1)C1=C(C=C(C(=C1)OC)C1=NC=C2C=C(C=3N(C2=C1)C=CN3)C3=C(C(=CC(=C3Cl)OC)OC)Cl)NC(C=C)=O N-(2-(4-cyclopropylpiperidin-1-yl)-5-(4-(2,6-dichloro-3,5-dimethoxyphenyl)imidazo[1,2-a][1,6]naphthyridin-8-yl)-4-methoxyphenyl)acrylamide